tert-butyl ((1s,3s)-3-(2-(3-bromo-5-chloropyridin-2-yl)-2-methylpropanamido)-3-methylcyclobutyl)carbamate BrC=1C(=NC=C(C1)Cl)C(C(=O)NC1(CC(C1)NC(OC(C)(C)C)=O)C)(C)C